COC(=O)C1=C(C=NN1CC1=C(C=CC=C1C)C)Br 4-bromo-1-(2,6-dimethylbenzyl)-1H-pyrazole-5-carboxylic acid methyl ester